ClC1=C(C=C(C=C1)N(C(=O)C1N(C2=CC=CC=C2CC1)C1=NC(=CC(=C1)C(F)(F)F)C)C)C N-(4-Chloro-3-methylphenyl)-N-methyl-1-(6-methyl-4-(trifluoromethyl)pyridin-2-yl)-1,2,3,4-tetrahydroquinoline-2-carboxamide